(S)-N-[(R)-(3-chloro-2-fluoro-6-hydroxy-4-methylphenyl)(piperidin-4-yl)methyl]-2-methylpropane-2-sulfinamide ClC=1C(=C(C(=CC1C)O)[C@H](N[S@@](=O)C(C)(C)C)C1CCNCC1)F